BrC1=C2C(C(N(C2=CC(=C1)C(=O)NC1=CC=C(C=C1)OC(F)(F)Cl)C)=O)(C)C 4-bromo-N-(4-(chlorodifluoromethoxy)phenyl)-1,3,3-trimethyl-2-oxoindoline-6-carboxamide